2,6-dimethyl-6-methoxyheptanal CC(C=O)CCCC(C)(OC)C